tert-butyl {4-(1,1-difluoroethyl)-2,6-dimethylphenyl}carbamate FC(C)(F)C1=CC(=C(C(=C1)C)NC(OC(C)(C)C)=O)C